1-(2,4-dimethylphenyl)-6-methoxy-1,2,3,4-tetrahydroIsoquinolin-7-ol CC1=C(C=CC(=C1)C)C1NCCC2=CC(=C(C=C12)O)OC